CC1([C@H]2CN([C@@H]([C@@H]12)C(=O)OC)C(CC1=CC(=NN1C1OCCCC1)C(F)(F)F)=O)C Methyl (1R,2S,5S)-6,6-dimethyl-3-(2-(1-(tetrahydro-2H-pyran-2-yl)-3-(trifluoromethyl)-1H-pyrazol-5-yl)acetyl)-3-azabicyclo[3.1.0]hexane-2-carboxylate